CC1=NC2=CC=C(C=C2C(=C1)C1=CC=NC2=CC=CC=C12)C(=O)N1CCOCC1 (2-methyl-[4,4'-biquinolin]-6-yl)(morpholino)methanone